N(C(=O)C)C1CCC(CC1)NC(=O)C=1C=NC2=CC=C(N=C2C1NC(C)C)C1=CN=CS1 N-((1r,4r)-4-acetaminocyclohexyl)-4-(isopropylamino)-6-(thiazol-5-yl)-1,5-naphthyridine-3-carboxamide